NC1=C(C(N(C(N1C)=O)CC1=NC(=NO1)C[C@H](O)C1=CC=C(C=C1)Cl)=O)Cl 6-amino-5-chloro-3-({3-[(2S)-2-(4-chlorophenyl)-2-hydroxyethyl]-1,2,4-oxadiazol-5-yl}methyl)-1-methyl-1,2,3,4-tetrahydropyrimidine-2,4-dione